O[C@@]1([C@@H](CC[C@H](C1)C)C(C)C)C(=O)NCCC=1C=C(C=CC1)OC[C@H](N)C(=O)OC methyl O-(3-(2-((1S,2S,5R)-1-hydroxy-2-isopropyl-5-methylcyclohexane-1-carboxamido) ethyl) phenyl)-L-serinate